Lithium difluoroborate monooxalate C(C(=O)O)(=O)[O-].B(O)(F)F.[Li+]